1-((1R,5S)-6-(6-chloro-8-fluoro-7-(8-chloronaphthalen-1-yl)-2-((tetrahydro-1H-pyrrolizin-7a(5H)-yl)methoxy)quinazolin-4-yl)-2,6-diazabicyclo[3.2.0]hept-2-yl)prop-2-en-1-one ClC=1C=C2C(=NC(=NC2=C(C1C1=CC=CC2=CC=CC(=C12)Cl)F)OCC12CCCN2CCC1)N1[C@H]2CCN([C@@H]2C1)C(C=C)=O